tert-butyl ((4-((5-hydroxy-2,6-naphthyridin-3-yl)amino)phenyl)(isopropyl)(oxo)-λ6-sulfaneylidene)carbamate OC1=C2C=C(N=CC2=CC=N1)NC1=CC=C(C=C1)S(=O)(C(C)C)=NC(OC(C)(C)C)=O